BrC=1C=NN(C1C1=CC=CC=C1)C1=C(C=CC=C1)C 4-bromo-1-(2-methylphenyl)-5-phenyl-1H-pyrazole